2-(2,2-difluoroethyl)-2'-methyl-spiro[6,7-dihydrothieno[3,2-C]pyran-4,4'-piperidine] FC(CC1=CC2=C(CCOC23CC(NCC3)C)S1)F